CC(C)(C#CC#CC(C)(OOC(C)(C)C)C)OOC(C)(C)C 2,7-dimethyl-2,7-di(tert-butylperoxy)-octadiyne